C(C)(C)(C)OC(=O)N1[C@H]([C@H](CC1)O)C(=O)O (2R,3S)-3-hydroxypyrrolidine-1,2-dicarboxylic acid 1-tert-butyl ester